N-((3-aminocyclopentyl)methyl)-4-(tert-butyl)aniline NC1CC(CC1)CNC1=CC=C(C=C1)C(C)(C)C